CC1=CC=C(C=N1)C=1N(C2=CC=CC(=C2C1)NC1CCS(CC1)(=O)=O)CC(F)(F)F 4-((2-(6-methylpyridin-3-yl)-1-(2,2,2-trifluoroethyl)-1H-indol-4-yl)amino)tetrahydro-2H-thiopyran 1,1-dioxide